BrC1=CC=C(C=CC2=C(N=NN2)C(=O)O)C=C1 5-(4-bromostyryl)-1H-1,2,3-triazole-4-carboxylic acid